3-((5-methyl-3-(o-tolyl)-5,6-dihydropyrrolo[3,4-c]pyrazol-2(4H)-yl)methyl)benzoic acid CN1CC2=NN(C(=C2C1)C1=C(C=CC=C1)C)CC=1C=C(C(=O)O)C=CC1